N,N-Dimethyldecylamin-N-oxid C[N+](C)(CCCCCCCCCC)[O-]